5-[(2S,3S)-2-(3-methoxy-2-methyl-phenyl)pyrrolidin-3-yl]-1,3,3a,4,6,6a-hexahydrofuro[3,4-c]pyrrole COC=1C(=C(C=CC1)[C@@H]1NCC[C@@H]1N1CC2C(C1)COC2)C